OC=1C=C(C=C(C1)O)CC(=O)O 3,5-dihydroxyphenylacetic acid